ethyl 3-oxobutyrate (ethyl acetoacetate) C(C)CC(CC(=O)O)=O.O=C(CC(=O)OCC)C